fluorobenzene arsenic [As].FC1=CC=CC=C1